L-Alanine 4-methoxy-β-naphthylamide hydrochloride Cl.COC1=CC(=CC2=CC=CC=C12)NC([C@@H](N)C)=O